FC(S(=O)(=O)[O-])(F)F.C(CCC)[N+]1(CCCCCC1)C 1-butyl-1-methylazepanium trifluoromethanesulfonate